N-[2-amino-5-(4-fluorophenyl)phenyl]-4-[(6-methyl-3-pyridinyl)sulfonyl]benzamide NC1=C(C=C(C=C1)C1=CC=C(C=C1)F)NC(C1=CC=C(C=C1)S(=O)(=O)C=1C=NC(=CC1)C)=O